dimethyl-5-hydroxypentylammonium bromide [Br-].C[NH+](CCCCCO)C